CN1C[C@@H](CC1)OC1=C(C=C(C=N1)NC1=NC=CC(=N1)NC=1C(NC2=C(C=CC=C2C1)F)=O)OC 3-(2-{6-[(R)-1-methyl-3-pyrrolidinyloxy]-5-methoxy-3-pyridylamino}-4-pyrimidinylamino)-8-fluoro-1,2-dihydro-2-quinolinone